N-(5-((6-((R)-3-(3,4-difluorophenyl)isoxazolidine-2-yl)pyrimidine-4-yl)amino)-2-(4-(dimethylamino)-[1,4'-bipiperidine]-1'-yl)-4-methoxyphenyl)acrylamide FC=1C=C(C=CC1F)[C@@H]1N(OCC1)C1=CC(=NC=N1)NC=1C(=CC(=C(C1)NC(C=C)=O)N1CCC(CC1)N1CCC(CC1)N(C)C)OC